N-((1s,3s)-3-(6-((4-(4-(2-(2,6-dioxopiperidin-3-yl)-1,3-dioxoisoindolin-4-yl)piperazin-1-yl)phenyl)amino)-9H-purin-9-yl)cyclobutyl)-6-methylpicolinamide O=C1NC(CC[C@@H]1N1C(C2=CC=CC(=C2C1=O)N1CCN(CC1)C1=CC=C(C=C1)NC1=C2N=CN(C2=NC=N1)C1CC(C1)NC(C1=NC(=CC=C1)C)=O)=O)=O